4-(3-aminopyrrolidin-1-yl)-2-(2,6-dioxopiperidin-3-yl)isoindoline-1,3-dione NC1CN(CC1)C1=C2C(N(C(C2=CC=C1)=O)C1C(NC(CC1)=O)=O)=O